CN1C(C=2C(C=C1)=NN(C2)C=2C=C1C=CN(C(C1=CC2)=O)C2CCN(CC2)C(=O)OC(C)(C)C)=O tert-butyl 4-(6-{5-methyl-4-oxopyrazolo[4,3-c]pyridin-2-yl}-1-oxoisoquinolin-2-yl)piperidine-1-carboxylate